3-(methacryloyloxy)propylsilanol C(C(=C)C)(=O)OCCC[SiH2]O